C(C)(C)N[SiH]1C[SiH](C1)NC(C)C 1,3-di-iso-propylamino-1,3-disilacyclobutane